2-propyl-hexan-1-ol C(CC)C(CO)CCCC